C(C)C1=CC=C(C2=C1OCCO2)N2C(CNCC2)C 8-Ethyl-5-(2-methylpiperazin-1-yl)-2,3-dihydro-1,4-benzodioxine